O1C(C1)CO Oxiran-2-yl-methanol